C(C)C1=C(C=CC=C1)N(C1=C(C=CC=C1)CC)C1=C(C=CC=C1)CC tri(ethylphenyl)amine